ClC1=CC(=C(C=C1)C1OC2=C(C=CC=C2C(=C1)F)C1CCN(CC1)CC1=NC2=C(N1C[C@H]1OCC1)C=C(C=C2)C(=O)O)F 2-((4-(2-(4-chloro-2-fluorophenyl)-4-fluoro-2H-chromene-8-yl)piperidin-1-yl)methyl)-1-(((S)-Oxetan-2-yl)methyl)-1H-benzo[d]imidazole-6-carboxylic acid